[OH-].C(C)(=O)[O-].[Zr+4] zirconium(IV) acetate hydroxide